2-(azepan-1-yl)-N-(2-oxo-1,2-dihydropyridin-4-yl)-5-(trifluoro-methyl)nicotinamide N1(CCCCCC1)C1=C(C(=O)NC2=CC(NC=C2)=O)C=C(C=N1)C(F)(F)F